7-{3-[(5-methyl-1-propyl-1H-pyrazol-3-yl)carbamoyl]azetidin-1-yl}-4-oxo-1-(1,2,4-thiadiazol-5-yl)-1,4-dihydro-1,8-naphthyridine-3-carboxylic acid CC1=CC(=NN1CCC)NC(=O)C1CN(C1)C1=CC=C2C(C(=CN(C2=N1)C1=NC=NS1)C(=O)O)=O